O=C1NC(CCC1N1C(N(C2=C1C=CC(=C2)CCCCN2[C@@H](CNCC2)C(=O)O)C)=O)=O (2S)-1-[4-[1-(2,6-dioxo-3-piperidyl)-3-methyl-2-oxo-benzimidazol-5-yl]butyl]piperazine-2-carboxylic acid